C1(C(CCCC1)CO)(CO)CO cyclohexanetrimethanol